(1R,2S,3R)-N-[6-[4-((3R,4R)-4-fluoro-3-methyl-tetrahydrofuran-3-yl)piperazin-1-yl]-7-methyl-3-isoquinolinyl]-2-methyl-3-(1-methylpyrazol-4-yl)cyclopropanecarboxamide F[C@@H]1[C@](COC1)(C)N1CCN(CC1)C=1C=C2C=C(N=CC2=CC1C)NC(=O)[C@@H]1[C@H]([C@H]1C=1C=NN(C1)C)C